C(C)(=O)O[C@H]1[C@@H](O[C@@H]([C@H]([C@@H]1OC(C)=O)OC(C)=O)CC)C1=CC(=C(C=C1)C)Cl (2S,3S,4S,5R,6R)-2-(3-chloro-4-methylphenyl)-6-ethyltetrahydro-2H-pyran-3,4,5-triyl triacetate